C(C)(C)N1N=C(C=C1)C1=C(C2=C(N=C(N=C2NC2=NC=NC(=C2)OC)C=2N(C=CN2)C)S1)C 6-(1-Isopropyl-1H-pyrazol-3-yl)-N-(6-methoxypyrimidin-4-yl)-5-methyl-2-(1-methyl-1H-imidazol-2-yl)thieno[2,3-d]pyrimidin-4-amine